1-(4-(2-(4-fluorophenyl)pyrimidin-5-yl)piperidin-1-yl)-2-(4-methyl-1,2,5-oxadiazol-3-yl)ethan-1-one FC1=CC=C(C=C1)C1=NC=C(C=N1)C1CCN(CC1)C(CC1=NON=C1C)=O